3-glycidoxypropyldimethylethoxysilane C(C1CO1)OCCC[Si](OCC)(C)C